2-(azetidin-3-yl)-5-spiro[3.3]heptan-2-yl-pyrazine N1CC(C1)C1=NC=C(N=C1)C1CC2(C1)CCC2